2-amino-3-(7-fluoro-2-oxo-1,2-dihydroquinolin-3-yl)propanamide hydrochloride Cl.NC(C(=O)N)CC=1C(NC2=CC(=CC=C2C1)F)=O